(4-bromo-3-fluorophenyl)(2-methylpiperidin-1-yl)methanone BrC1=C(C=C(C=C1)C(=O)N1C(CCCC1)C)F